COC1CNC1 3-methoxyazetidin